ClC=1C(=NC(=NC1)F)NC=1C=CC(=C(C1)N(C(=O)NC)CCC(C)(C)O)F 1-(5-((5-chloro-2-fluoropyrimidin-4-yl)amino)-2-fluorophenyl)-1-(3-hydroxy-3-methylbutyl)-3-methylurea